ClC=1C=CC(=C(C1)C1=CC(=CN=N1)NC1=CC=NC2=CC(=CC=C12)C(=O)NCCN1CCOCC1)F 4-{[6-(5-Chloro-2-Fluorophenyl)Pyridazin-4-yl]Amino}-N-[2-(Morpholin-4-yl)Ethyl]Chinolin-7-Carboxamid